COC=1CC(CCN1)CNC(OCC1=CC=CC=C1)=O benzyl ((6-methoxy-2,3,4,5-tetrahydropyridin-4-yl)methyl)carbamate